The molecule is a diester that results from the condensation of the 1-carboxy groups of two molecules of propane-1,2,3-tricarboxylic acid with hydroxy groups at positions 14 and 15 of (2S,3S,5R,10R,12S,14S,15R,16R)-2-amino-12,16-dimethylicosane-3,5,10,14,15-pentol. It has a role as a metabolite and a carcinogenic agent. It is a fumonisin, a primary amino compound, a diester and a triol. It derives from a (2S,3S,5R,10R,12S,14S,15R,16R)-2-amino-12,16-dimethylicosane-3,5,10,14,15-pentol. It is a conjugate acid of a fumonisin B1(3-). CCCC[C@@H](C)[C@H]([C@H](C[C@@H](C)C[C@@H](CCCC[C@H](C[C@@H]([C@H](C)N)O)O)O)OC(=O)C[C@@H](CC(=O)O)C(=O)O)OC(=O)C[C@@H](CC(=O)O)C(=O)O